CC1=CC=CC=2OC3=CC=CC=C3C(C12)NC(=O)C=1C(NC(=CC1)C(F)(F)F)=O N-(1-methyl-9H-xanthen-9-yl)-2-oxo-6-(trifluoromethyl)-1,2-dihydropyridine-3-carboxamide